C(=O)C1=CN(C2=CC=CC=C12)CC(=O)O (3-Formyl-1-indolyl)acetic acid